OC(C1=CC=CC=C1)C1OC(=O)C2=CC=CC=C12 (hydroxybenzyl)phthalide